1-[1-(trifluoromethyl)pyrazol-4-ylsulfonyl]piperidin-4-amine FC(N1N=CC(=C1)S(=O)(=O)N1CCC(CC1)N)(F)F